(R)-N-(5-((6-(3-(3-fluoro-5-(3-fluorophenoxy)-phenyl)isoxazolidin-2-yl)pyrimidin-4-yl)amino)-4-methoxy-2-morpholinophenyl)acrylamide FC=1C=C(C=C(C1)OC1=CC(=CC=C1)F)[C@@H]1N(OCC1)C1=CC(=NC=N1)NC=1C(=CC(=C(C1)NC(C=C)=O)N1CCOCC1)OC